1-(1-acetylazetidin-3-yl)-N-(3-chloro-4-fluorophenyl)-N-((5-(hydrazinecarbonyl)pyridin-2-yl)methyl)piperidine-4-sulfonamide C(C)(=O)N1CC(C1)N1CCC(CC1)S(=O)(=O)N(CC1=NC=C(C=C1)C(=O)NN)C1=CC(=C(C=C1)F)Cl